ClC=1C=CC(=C(C(=O)N(C(C)C)CC)C1)OC=1C(=NC=NC1)N1CC2(C1)CCN(CC2)CC2(CCC1(OCCO1)CC2)O 5-chloro-N-ethyl-2-((4-(7-((8-hydroxy-1,4-dioxaspiro[4.5]decan-8-yl)methyl)-2,7-diazaspiro[3.5]nonan-2-yl)pyrimidin-5-yl)oxy)-N-isopropylbenzamide